tert-butyl ((S)-1-((2S,4R)-4-hydroxy-2-((2-(2-(2-iodoethoxy) ethoxy)-4-(4-methylthiazol-5-yl)benzyl)carbamoyl)pyrrolidin-1-yl)-3,3-dimethyl-1-oxobutan-2-yl)carbamate O[C@@H]1C[C@H](N(C1)C([C@H](C(C)(C)C)NC(OC(C)(C)C)=O)=O)C(NCC1=C(C=C(C=C1)C1=C(N=CS1)C)OCCOCCI)=O